4,4,5,5-tetramethyl-1,3,2-dioxaborin CC1(OBOCC1(C)C)C